C(C)N(C1=CC(=C(C(=O)C2=C(C=CC=C2)C=O)C=C1)O)CC 1-[2-[4-(diethylamino)-2-hydroxybenzoyl]phenyl]methanon